2,4,5-trimethoxy-amphetamine COC1=C(CC(N)C)C=C(C(=C1)OC)OC